BrC1=CC=C(C=C1)N1[C@H](COCC1)COC (S)-4-(4-bromophenyl)-3-(methoxymethyl)morpholine